ONC(CC1=CC=C(C=C1)CCCCC)=N N-hydroxy-2-(4-pentylphenyl)acetimidamide